4-(4-methoxyphenyl)-1-methylpyrrolidin-2-one COC1=CC=C(C=C1)C1CC(N(C1)C)=O